1-[6-(4-bromo-2-chloro-phenylamino)-7-fluoro-3H-benzoimidazol-5-yl]-2-methoxyethanone BrC1=CC(=C(C=C1)NC=1C(=CC2=C(N=CN2)C1F)C(COC)=O)Cl